3-mercaptopropyltriethoxysilane SCCC[Si](OCC)(OCC)OCC